COC(=O)C1=CC=C2C(=NN(C2=C1)C)N(C)C(=O)OC(C)(C)C 3-[(tert-butoxycarbonyl)(methyl)amino]-1-methylindazole-6-carboxylic acid methyl ester